3-(4-cyclohexyl-5-(methylthio)-4H-1,2,4-triazol-3-yl)propan-1-ol C1(CCCCC1)N1C(=NN=C1SC)CCCO